3,5,5-triethylcyclohexylisocyanate C(C)C1CC(CC(C1)(CC)CC)N=C=O